FC1=CC=C(C=C1)N1C(=NC(=C1C(=O)OCC)C)C ethyl 1-(4-fluorophenyl)-2,4-dimethyl-1H-imidazole-5-carboxylate